FC=1C(=NC=CC1CN1N=C2N([C@@H](CCC2)C(=O)N2CCCC2)C1=O)C(F)(F)F (5S)-2-{[3-Fluoro-2-(trifluoromethyl)pyridin-4-yl]methyl}-5-(pyrrolidin-1-ylcarbonyl)-5,6,7,8-tetrahydro[1,2,4]triazolo[4,3-a]pyridin-3(2H)-one